3-(tetrahydro-2H-thiopyran-4-yl)propiolic acid S1CCC(CC1)C#CC(=O)O